(S)-4-(3-(hydroxymethyl)pyrrolidin-1-yl)-N-(quinolin-8-yl)picolinamide OC[C@@H]1CN(CC1)C1=CC(=NC=C1)C(=O)NC=1C=CC=C2C=CC=NC12